2-hydroxy-N-(4-((4-(1-((5-hydroxy-6-oxo-1,6-dihydropyrimidin-4-yl)methyl)-3-isopropyl-2-oxoimidazolidin-4-yl)phenyl)ethynyl)benzyl)acetamide OCC(=O)NCC1=CC=C(C=C1)C#CC1=CC=C(C=C1)C1N(C(N(C1)CC=1N=CNC(C1O)=O)=O)C(C)C